OC(CNC(=O)C1=C(C(=C(C(=C1I)N(C(CO)=O)CCO)I)C(=O)NCC(CO)O)I)CO N,N'-bis(2,3-dihydroxypropyl)-5-[N-(2-hydroxyethyl)-glycolamido]-2,4,6-triiodo-1,3-benzenedicarboxamide